C(C)(=O)O[C@@]1([C@H](OC([C@@H]1O)O)COC(C(=O)OCC)(C(=O)OCC)CC1=CC=CC=C1)C#CC1CC1 diethyl 2-(((2r,3s,4r)-3-acetoxy-3-(cyclopropyl-ethynyl)-4,5-dihydroxytetrahydrofuran-2-yl) methoxy)-2-phenylmethylmalonate